C1(CC1)CNC(C=1C=C(C=CC1)[NH-])C1=CC=CC2=CC=CC=C12 {3-[(cyclopropylmethyl-amino)-naphthalen-1-yl-methyl]-phenyl}-amide